C1(CC1)N1CCN(CC1)C1CCN(CC1)C1=C(C=C(C(=C1)OC)NC1=NC=NC(=C1)N1OCCC1C1=CC(=CC=C1)OCC1=NC=CC=C1)NC(C=C)=O N-(2-(4-(4-cyclopropylpiperazin-1-yl)piperidin-1-yl)-4-methoxy-5-((6-(3-(3-(pyridin-2-ylmethoxy)phenyl)isoxazolidin-2-yl)pyrimidin-4-yl)amino)phenyl)acrylamide